COC(=O)C(CC=1OC=CC(C1)=O)CCCC(CC)C(=O)OC 2,6-dimethoxycarbonyloctyl-4-pyrone